COC1=NC=C(C(=N1)OC)C=1C=C(C=2N(N1)C=CN2)N2CC(C2)(COC2=NC=C(C=C2)C(F)(F)F)F 6-(2,4-dimethoxypyrimidin-5-yl)-8-(3-fluoro-3-(((5-(trifluoromethyl)pyridin-2-yl)oxy)methyl)azetidin-1-yl)imidazo[1,2-b]pyridazine